methyl 2-iodo-6-methoxybenzo[d]oxazole-5-carboxylate IC=1OC2=C(N1)C=C(C(=C2)OC)C(=O)OC